FC=1C(=C(C(=O)N)C=C(C1F)CC1=C(C(=CC=C1)NS(=O)(=O)C1CCOCC1)F)NC1=C(C=C(C=C1)I)F 3,4-difluoro-2-(2-fluoro-4-iodoanilino)-5-[[2-fluoro-3-(oxan-4-ylsulfonylamino)phenyl]methyl]benzamide